2-methylpropanoic acid (1RS,2SR,6RS,7RS,8SR)-tricyclo[5.2.1.02,6]Dec-3-en-8-yl ester [C@H]12[C@H]3C=CC[C@H]3[C@H]([C@H](C1)OC(C(C)C)=O)C2 |r|